N=1C=NN2C1C=C(C=C2)OC2=CC(=C(C=C2C)NC2=NC=NC1=CC=C3C(=C21)OC[C@@H]2N(CCN3C2)C(=O)OC(C)(C)C)F tert-butyl (3R)-13-((4-([1,2,4]triazolo[1,5-a]pyridin-7-yloxy)-2-fluoro-5-methylphenyl)amino)-2,3,5,6-tetrahydro-4H-3,7-methano[1,4,7]oxadiazonino[2,3-f]quinazoline-4-carboxylate